C(C1=CC=CC=C1)C1=NC2=C(N1)C=CC(=C2)C(=O)NCC(C)(C)C 2-benzyl-N-(2,2-dimethylpropyl)-1H-benzimidazole-5-carboxamide